O=C1N[C@@H]2CC[C@]1(C2)CC=O 2-((1r,4s)-3-oxo-2-azabicyclo[2.2.1]hept-4-yl)acetaldehyde